ClC1=CC(=NC=C1)CNCCCCNC(OC(C)(C)C)=O tert-butyl (4-(((4-chloropyridin-2-yl)methyl)amino)butyl)carbamate